BUTYLOCTANOL CCCCCCC(CCCC)CO